tert-butyl (3R)-4-(6-(8-oxa-3-azabicyclo[3.2.1]oct-3-yl)-3-cyanopyridin-4-yl)-3-methylpiperazine-1-carboxylate C12CN(CC(CC1)O2)C2=CC(=C(C=N2)C#N)N2[C@@H](CN(CC2)C(=O)OC(C)(C)C)C